NC1CC(C1)N1C(C2=C(N=C(N=C2)C2=CC3=CN(N=C3C(=C2O)C)C)C=C1)=O 6-((1s,3s)-3-aminocyclobutyl)-2-(6-hydroxy-2,7-dimethyl-2H-indazol-5-yl)pyrido[4,3-d]pyrimidin-5(6H)-one